(2-Bromo-4-methyl-6-propanoyl-phenyl)indane-2-carboxylate BrC1=C(C(=CC(=C1)C)C(CC)=O)OC(=O)C1CC2=CC=CC=C2C1